ClC=1C=CC2=C([C@@H](C[C@@H](O2)C(=O)NC23CCC(C2)(C3)NC(=O)C3=NC=C(C=C3)OC(F)(F)F)O)C1 |r| N-(4-{[rac-(2R,4R)-6-chloro-4-hydroxy-3,4-dihydro-2H-1-benzopyran-2-carbonyl]amino}bicyclo[2.1.1]hexan-1-yl)-5-(trifluoromethoxy)pyridine-2-carboxamide